ethyl 2-((4-fluoro-2-meth-ylphenyl)-amino)-4-meth-oxybenzoate FC1=CC(=C(C=C1)NC1=C(C(=O)OCC)C=CC(=C1)OC)C